C(C)C1=NC2=C(C=3C(C=C(C(C13)=O)SCCC1=CC=CC=C1)=O)C(N(C(N2C)=O)C)=O 6-Ethyl-2,4-dimethyl-8-(phenylethylthio)pyrimido[4,5-c]isoquinoline-1,3,7,10(2H,4H)-tetraone